(3-(3-phenylpropyl)piperidin-3-yl)methanol C1(=CC=CC=C1)CCCC1(CNCCC1)CO